2,3-dibromo-6-methylisoindolo[2,1-a]quinoxaline BrC=1C(=CC=2N=C(C=3N(C2C1)C=C1C=CC=CC13)C)Br